Tridecanoic acid 7-[4-(4-benzo[b]thiophen-4-ylpiperazin-1-yl)butoxy]-2-oxo-3,4-dihydro-2H-quinolin-1-ylmethyl ester S1C2=C(C=C1)C(=CC=C2)N2CCN(CC2)CCCCOC2=CC=C1CCC(N(C1=C2)COC(CCCCCCCCCCCC)=O)=O